(3-Bromo-4-hydroxyphenyl)acetic acid methyl ester COC(CC1=CC(=C(C=C1)O)Br)=O